2-((4-(2-hydroxyethyl)piperazin-1-yl)methyl)quinolin-4(1H)-one OCCN1CCN(CC1)CC=1NC2=CC=CC=C2C(C1)=O